3-[1-oxo-4-(14-phenyl-4,7,10,13-tetraoxa-1-azatetradecan-1-yl)-2,3-dihydro-1H-isoindol-2-yl]piperidine-2,6-dione O=C1N(CC2=C(C=CC=C12)NCCOCCOCCOCCOCC1=CC=CC=C1)C1C(NC(CC1)=O)=O